FC1=CNC2=CC(=CC=C12)C1=C(C=C(N=N1)N1CC[C@@H]2[C@H]1CN(CC2)C)C (3aR,7aS)-1-[6-(3-fluoro-1H-indol-6-yl)-5-methyl-pyridazin-3-yl]-6-methyl-3,3a,4,5,7,7a-hexahydro-2H-pyrrolo[2,3-c]pyridine